methyl (2r,4r)-5-(4-chlorobenzyl)-8-(4-cyano-2-fluorophenyl)-6,9-dioxo-5,8-diazaspiro[3.5]nonane-2-carboxylate ClC1=CC=C(CN2C3(CC(C3)C(=O)OC)C(N(CC2=O)C2=C(C=C(C=C2)C#N)F)=O)C=C1